(S)-1-(azetidin-3-yl)ethan-1-ol N1CC(C1)[C@H](C)O